9,9-bis(bromohexyl)-2,7-dibromofluorene BrCCCCCCC1(C2=CC(=CC=C2C=2C=CC(=CC12)Br)Br)CCCCCCBr